C1(=CC=CC=C1)C1=CC=CC=C1 bi-phenyl